[2-[4-(1H-pyrrolo[2,3-b]pyridin-4-yl)-1H-pyrazol-1-yl]-5-(trifluoromethyl)phenyl]acetonitrile N1C=CC=2C1=NC=CC2C=2C=NN(C2)C2=C(C=C(C=C2)C(F)(F)F)CC#N